(S)-N-(2,4-difluoro-3-methylphenyl)-N-(methyl-d3)-2-(6-methyl-4-(trifluoromethyl)pyridin-2-yl)isothiazolidine-3-carboxamide 1,1-dioxide FC1=C(C=CC(=C1C)F)N(C(=O)[C@H]1N(S(CC1)(=O)=O)C1=NC(=CC(=C1)C(F)(F)F)C)C([2H])([2H])[2H]